3-(5-((4-((4'-chloro-[1,1'-biphenyl]-2-yl)methyl)piperazin-1-yl)methyl)-4-fluoro-1-Oxoisoindolin-2-yl)piperidine-2,6-dione ClC1=CC=C(C=C1)C1=C(C=CC=C1)CN1CCN(CC1)CC=1C(=C2CN(C(C2=CC1)=O)C1C(NC(CC1)=O)=O)F